C1=C(C=CC2=CC=CC=C12)SC1=CC2=CC=CC=C2C=C1 bis(naphthalen-2-yl)sulfane